ClC=1C=C(C=CC1F)NC(=O)C1=C(N=CN1C)C1CC2CC(CC2C1)(C1=CC(=NN1C)C1CCN(CC1)C)O N-(3-Chloro-4-fluorophenyl)-4-(5-hydroxy-5-(1-methyl-3-(1-methylpiperidin-4-yl)-1H-pyrazol-5-yl)octahydropentalen-2-yl)-1-methyl-1H-imidazole-5-carboxamide